C(C)(=O)OC(C(=O)NCC1=C(C=C(C=C1)OC)OC)[C@H](C[C@H]1C(NCC1)=O)NC([C@H](CC(C)C)NC(=O)C1(C2=CC=CC=C2C=2C=CC=CC12)O)=O (3S)-1-((2,4-dimethoxybenzyl)amino)-3-((S)-2-(9-hydroxy-9H-fluorene-9-carboxamido)-4-methylpentanamido)-1-oxo-4-((S)-2-oxopyrrolidin-3-yl)butan-2-yl acetate